ClC1=CC2=C(N=N1)N(C=C2C)C2CC(C2)(O)C (1s,3s)-3-(3-chloro-5-methyl-7H-pyrrolo[2,3-c]pyridazin-7-yl)-1-methylcyclobutanol